tert-Butyl (2-(2-(2-((5-(hydroxymethyl)-2-(methylthio)pyrimidin-4-yl)amino)ethoxy)ethoxy)ethyl)carbamate OCC=1C(=NC(=NC1)SC)NCCOCCOCCNC(OC(C)(C)C)=O